C(N)(OCCOC1OCCCC1)=O (2-((tetrahydro-2H-pyran-2-yl) oxy) ethyl) carbamate